aminopropyl-dimethyl-acetic acid NCCCC(C(=O)O)(C)C